ethyl (R,Z)-3-((4-acetamido-3-((tetrahydrofuran-3-yl)oxy)phenyl)amino)-2-cyanopent-2-enoate C(C)(=O)NC1=C(C=C(C=C1)N\C(=C(/C(=O)OCC)\C#N)\CC)O[C@H]1COCC1